2-(1-(isoindolin-2-yl)ethyl)-5-((4-(S-methylsulfonyl)benzyl)oxy)-4H-pyran-4-one C1N(CC2=CC=CC=C12)C(C)C=1OC=C(C(C1)=O)OCC1=CC=C(C=C1)S(=O)(=O)C